3-cyclopentyl-N-(4-(N-cyclopentyl-N-((1-ethyl-1,2,3,4-tetrahydroquinolin-6-yl)methyl)sulfamoyl)phenyl)propionamide C1(CCCC1)CCC(=O)NC1=CC=C(C=C1)S(N(CC=1C=C2CCCN(C2=CC1)CC)C1CCCC1)(=O)=O